tert-butyl 8,8-difluoro-5-methyl-7,8-dihydro-1,6-naphthyridine-6(5H)-carboxylate FC1(CN(C(C=2C=CC=NC12)C)C(=O)OC(C)(C)C)F